C(C)C1C(=NOC1C)C1=C(C=C(C(=C1)N1C(N(C(=CC1=O)C(F)(F)F)C)=O)F)Cl Ethyl-3-{2-chloro-4-fluoro-5-[3-methyl-2,6-dioxo-4-(trifluoromethyl)-3,6-dihydropyrimidin-1(2H)-yl]phenyl}-5-methyl-4,5-dihydro-1,2-oxazol